FC=1C=C(CN2C[C@H](CC2)NS(=O)(=O)C=2C=NC(=CC2)N2CCOCC2)C=CC1 (S)-N-(1-(3-Fluorobenzyl)pyrrolidin-3-yl)-6-morpholinopyridine-3-sulfonamide